C(C)(C)(C)[Si](O[C@H]1[C@H]([C@@H](O[C@@H]1CO[Si](C)(C)C(C)(C)C)N1C=2N=CNC(C2N=C1)=O)F)(C)C 9-[(2R,3R,4R,5R)-4-[tert-butyl-(dimethyl)silyl]oxy-5-[[tert-butyl(dimethyl)silyl]oxymethyl]-3-fluoro-tetrahydrofuran-2-yl]-1H-purin-6-one